3-(1-oxo-5-(1-((5-(pyridin-2-yl)-1H-pyrazol-3-yl)methyl)piperidin-4-yl)isoindolin-2-yl)piperidine-2,6-dione O=C1N(CC2=CC(=CC=C12)C1CCN(CC1)CC1=NNC(=C1)C1=NC=CC=C1)C1C(NC(CC1)=O)=O